tert-butyl (S)-4-(2-(1-amino-5-(tert-butoxy)-1,5-dioxopentan-2-yl)-4,6-difluoro-1-oxoisoindolin-5-yl)-3,6-dihydropyridine-1(2H)-carboxylate NC([C@H](CCC(=O)OC(C)(C)C)N1C(C2=CC(=C(C(=C2C1)F)C=1CCN(CC1)C(=O)OC(C)(C)C)F)=O)=O